(2R,3R,4S,5R,6R)-4-(4-(2,3-difluoro-4-methylphenyl)-1H-1,2,3-triazol-1-yl)-6-((5-((1S,2S)-2-hydroxycyclobutyl)isoxazol-3-yl)methyl)-2-(hydroxymethyl)-5-methoxytetrahydro-2H-pyran-3-ol FC1=C(C=CC(=C1F)C)C=1N=NN(C1)[C@H]1[C@H]([C@H](O[C@@H]([C@@H]1OC)CC1=NOC(=C1)[C@@H]1[C@H](CC1)O)CO)O